ClC=1C=CC2=C(N=C(O2)C2CC3(CC(C3)NC(=O)C3=CC(=NC=C3)S(=O)(=N)C)C2)C1 N-[6-(5-chloro-1,3-benzoxazol-2-yl)spiro[3.3]heptan-2-yl]-2-(methylsulfonimidoyl)pyridine-4-carboxamide